C1OCC12CN(C2)CCCCCCCCCCC(=O)OC(C)(C)C tert-butyl 11-(2-oxa-6-azaspiro[3.3]heptan-6-yl)undecanoate